2-{6-methyl-4-[(1-methylcyclopropyl)amino]furo[2,3-d]pyrimidine-5-carbonyl}-1,2,3,4-tetrahydroisoquinolin-7-ol CC1=C(C2=C(N=CN=C2NC2(CC2)C)O1)C(=O)N1CC2=CC(=CC=C2CC1)O